[2-benzyloxy-2-(trifluoromethyl)hex-5-enoyl]-6-hydroxy-3-nitro-5-(trifluoromethyl)pyridine-2-carbohydrazide C(C1=CC=CC=C1)OC(C(=O)C1=C(C(=NC(=C1C(F)(F)F)O)C(=O)NN)[N+](=O)[O-])(CCC=C)C(F)(F)F